4-(N-(5-chloro-2-methylphenyl)carbamoyl)morpholine tert-Butyl-(3R)-3-(cyclopropylamino)pyrrolidine-1-carboxylate C(C)(C)(C)OC(=O)N1C[C@@H](CC1)NC1CC1.ClC=1C=CC(=C(C1)NC(=O)N1CCOCC1)C